3-2-[2-(oxan-2-yloxy)ethoxy]ethoxybenzaldehyde O1C(CCCC1)OCCOCCOC=1C=C(C=O)C=CC1